N-(2-fluorobenzyl)-N-(1-phenethylpiperidin-4-yl)propanamide FC1=C(CN(C(CC)=O)C2CCN(CC2)CCC2=CC=CC=C2)C=CC=C1